(4-tert-butylphenyl)-1,3,4-oxadiazole C(C)(C)(C)C1=CC=C(C=C1)C=1OC=NN1